1-(4-Methoxy-2,5-dimethyl-5,7-dihydro-6H-pyrrolo[3,4-d]pyrimidin-6-yl)-2-(1-(2-(trifluoromethyl)pyridin-4-yl)azetidin-3-yl)ethan-1-one COC=1C2=C(N=C(N1)C)CN(C2C)C(CC2CN(C2)C2=CC(=NC=C2)C(F)(F)F)=O